COC1=CC=C(C=C1)C1=C(NC=2N(C1=O)N=C(C2C2=CC=CC=C2)C2=CC=CC=C2)NC=2SC=CN2 6-(4-methoxyphenyl)-2,3-diphenyl-5-(thiazol-2-ylamino)pyrazolo[1,5-a]pyrimidin-7(4H)-one